(2-(1H-pyrazol-4-yl)-4-(2-(6-(trifluoromethyl)imidazo[1,2-a]pyridin-3-yl)pyrimidin-4-yl)piperazin-1-yl)(oxazol-4-yl)methanone N1N=CC(=C1)C1N(CCN(C1)C1=NC(=NC=C1)C1=CN=C2N1C=C(C=C2)C(F)(F)F)C(=O)C=2N=COC2